(E)-3-(3-Chlorophenyl)-1-[4-(4-hydroxypiperidin-1-yl)phenyl]prop-2-en-1-one ClC=1C=C(C=CC1)/C=C/C(=O)C1=CC=C(C=C1)N1CCC(CC1)O